dilauryl sulfurate S(OCCCCCCCCCCCC)(OCCCCCCCCCCCC)(=O)=O